C(CCC)(=O)OC([C@@H](N)CCSC)=O Methionyl butyrate